SN1C(=CC(C=C1C)=O)C 1-mercapto-2,6-dimethyl-4-pyridone